C(C1=CC=CC=C1)(C1=CC=CC=C1)(C1=CC=CC=C1)O[SiH3] (trityloxy)silane